tert-butyl 4-(4-(((8-chloro-4-((3-chloro-4-fluorophenyl)amino)-3-cyanoquinolin-6-yl)amino)(1-methyl-1H-1,2,3-triazol-4-yl)methyl)-1H-1,2,3-triazol-1-yl)piperidine-1-carboxylate ClC=1C=C(C=C2C(=C(C=NC12)C#N)NC1=CC(=C(C=C1)F)Cl)NC(C=1N=NN(C1)C1CCN(CC1)C(=O)OC(C)(C)C)C=1N=NN(C1)C